1-((tert-butylsulfinyl)imino)-4-((4-methoxybenzyl)oxy)-1,3-dihydrospiro[indene-2,4'-piperidine]-1'-carboxylic acid tert-butyl ester C(C)(C)(C)OC(=O)N1CCC2(CC1)C(C1=CC=CC(=C1C2)OCC2=CC=C(C=C2)OC)=NS(=O)C(C)(C)C